8-chloro-6-(pyrimidin-4-ylamino)spiro[2H-imidazo[1,5-a]pyridine-3,3'-piperidine]-1,5-dione hydrochloride Cl.ClC1=C2N(C(C(=C1)NC1=NC=NC=C1)=O)C1(CNCCC1)NC2=O